5-[(2-{[4'-({8-[(tert-butoxy)carbonyl]naphthalen-1-yl}carbamoyl)-[1,1'-biphenyl]-4-yl]methyl}-2H-1,2,3,4-tetrazol-5-yl)methyl]-2H-1,2,3,4-tetrazole-2-carboxylic acid C(C)(C)(C)OC(=O)C=1C=CC=C2C=CC=C(C12)NC(=O)C1=CC=C(C=C1)C1=CC=C(C=C1)CN1N=C(N=N1)CC=1N=NN(N1)C(=O)O